O1CCN(CC1)C1=NC(=NN2C1=CC(=C2)C(=O)NC2CNCCC2)N/N=C/C=2C=C(C=CC2)C 4-morpholino-2-[(2E)-2-(m-tolylmethylene)hydrazino]-N-(3-piperidyl)pyrrolo[2,1-f][1,2,4]triazine-6-carboxamide